Cl.CN(CCC(=O)C1=CC=CC=C1)C 3-(dimethylamino)propiophenone hydrochloride